CN1CC(CC1=O)C(=O)OCC ethyl 1-methyl-5-oxo-pyrrolidine-3-carboxylate